BrC1=CC(=C(C=C1)O)C1=NOC(=C1)CCC 4-bromo-2-(5-propylisoxazole-3-yl)phenol